C[C@@H](C1=CC=CC2=CC=CC=C21)N=C=O (S)-(+)-1-(1-naphthyl)ethylisocyanate